ClC=1C(N(C(=CC1OCC1=NC=C(C=C1F)F)C)C1=CC(=NC=C1C)C1=NC(=NC=C1)N1C[C@H](CC1)O)=O (S)-3-chloro-4-((3,5-difluoropyridin-2-yl)methoxy)-2'-(2-(3-hydroxypyrrolidin-1-yl)pyrimidin-4-yl)-5',6-dimethyl-2H-[1,4'-bipyridin]-2-one